N=1C=CN2C1C=C(C=C2)COC2=CC=CC(=N2)C2CCN(CC2)CC2=NC1=C(N2C[C@H]2OCC2)C=C(C=C1)C(=O)[O-] (S)-2-((4-(6-(imidazo[1,2-a]pyridin-7-ylmethoxy)pyridin-2-yl)piperidin-1-yl) Methyl)-1-(oxetan-2-ylmethyl)-1H-benzo[d]imidazole-6-carboxylate